2-ethyl-1,4-cyclohexanedicarboxylic acid C(C)C1C(CCC(C1)C(=O)O)C(=O)O